1,1,1,3,3,3-Hexafluoropropan-2-yl (R)-1-(benzylcarbamoyl)-6-azaspiro[2.5]octan-6-carboxylat C(C1=CC=CC=C1)NC(=O)[C@@H]1CC12CCN(CC2)C(=O)OC(C(F)(F)F)C(F)(F)F